zinc magnesium perchlorate Cl(=O)(=O)(=O)[O-].[Mg+2].[Zn+2].Cl(=O)(=O)(=O)[O-].Cl(=O)(=O)(=O)[O-].Cl(=O)(=O)(=O)[O-]